C(C)(C)C1=C(C=CC(=C1)C(C)C)C=1C(=C(C=CC1C1=CC=CC=C1)P([O-])[O-])C1=C(C=C(C=C1)C(C)C)C(C)C bis(2,4-diisopropylphenyl)-4-phenyl-phenylphosphonite